(S)-N-(3-chloro-2,4-difluorophenyl)-3-(imidazo[1,2-a]pyrazin-8-yl)-N-methyl-2-oxoimidazolidine-4-carboxamide ClC=1C(=C(C=CC1F)N(C(=O)[C@H]1N(C(NC1)=O)C=1C=2N(C=CN1)C=CN2)C)F